2-amino-3-((3-((3R,5R)-5-(4-chlorophenyl)tetrahydro-furan-3-yl)-1,2,4-oxadiazol-5-yl)methyl)pyrido[2,3-d]pyrimidin-4(3H)-one NC=1N(C(C2=C(N1)N=CC=C2)=O)CC2=NC(=NO2)[C@@H]2CO[C@H](C2)C2=CC=C(C=C2)Cl